FC1C(C(CNC1)(C)C)O 5-fluoro-3,3-dimethyl-piperidin-4-ol